tert-butyl (S)-2-(2-(1H-benzo[d]imidazole-2-carboxamido)-4,4-dimethylpentanoyl)-1-(3-amino-3-oxopropyl)hydrazine-1-carboxylate N1C(=NC2=C1C=CC=C2)C(=O)N[C@H](C(=O)NN(C(=O)OC(C)(C)C)CCC(=O)N)CC(C)(C)C